6-mercaptopyridine-3-sulfonamide SC1=CC=C(C=N1)S(=O)(=O)N